COC1=C(C=C(C=C1)N1C(N(CCC1)CC1=C2C(=NC=C1)N(C=C2)C(C(=O)OC2CC2)C)=O)OCCCCC cyclopropyl 2-(4-((3-(4-methoxy-3-(pentyloxy)phenyl)-2-oxotetrahydropyrimidin-1(2H)-yl)methyl)-1H-pyrrolo[2,3-b]pyridin-1-yl)propanoate